OC(C(=O)[O-])CC(=O)[O-] 2-hydroxysuccinate